C1(CC1)[C@@H](C)C1=C(C(=CC=C1)C(C)C)NC(=O)C1=C(OC=C1C(C)(C)O)S(=O)(N)=N ((2-((R)-1-cyclopropylethyl)-6-isopropylphenyl)carbamoyl)-4-(2-hydroxypropan-2-yl)furan-2-sulfonimidamide